phosphonobenzoate P(=O)(O)(O)C1=C(C(=O)[O-])C=CC=C1